NC(C(=O)O)CC1CCOCC1 2-amino-3-(tetrahydro-2H-pyran-4-yl)propanoic acid